CCCCCCCCC(CCCCCCCC)OC(CCCCN(CCCCCCCCC(=O)OCCCCC)CCCNC1=C(C(C1=O)=O)NC)=O Pentyl 9-((5-(heptadecan-9-yloxy)-5-oxopentyl)(3-((2-(methylamino)-3,4-dioxocyclobut-1-en-1-yl)amino)propyl)amino)nonanoate